(R)-N-(3-(2-((2-fluoro-3-(methylsulfonyl)phenyl)amino)-5-methylpyrimidin-4-yl)-1H-indol-7-yl)-2-((3s,5s)-3,4,5-trimethylpiperazin-1-yl)butanamide FC1=C(C=CC=C1S(=O)(=O)C)NC1=NC=C(C(=N1)C1=CNC2=C(C=CC=C12)NC([C@@H](CC)N1C[C@@H](N([C@H](C1)C)C)C)=O)C